C(C1=CC=CC=C1)N1N=C2N=C(C=CC2=C1)Cl 2-benzyl-6-chloro-2H-pyrazolo[3,4-b]pyridine